ClC=1C=C(C=CC1)C=CC(=O)C1=CC=C(C=C1)S(=O)(=O)N(CC(=O)O)C 2-[[4-[3-(3-Chlorophenyl)prop-2-enoyl]phenyl]sulfonyl-methylamino]acetic acid